C(CCCCCCCCCCCCCCC)(=O)N([C@@H](CCC(=O)O)C(=O)C(C(=O)[O-])CC(=O)[O-])C(CCCCCCCCCCCCCCC)=O dipalmitoylglutamylsuccinate